C(C(=C)C)(=O)OCCOCCOC(C(=C)C)=O [2-(methacryloyloxy) ethyl] Ether